C(CCCCCCCCCCC)N1CC(CCC1)C(=O)O N-n-dodecyl-piperidine-3-carboxylic acid